FC1=C(C=CC(=C1)F)[C@@H]1N(OCC1)C(C(C)(C)C)=O 1-[(3R)-3-(2,4-difluorophenyl)-1,2-oxazolidin-2-yl]-2,2-dimethylpropan-1-one